(2S)-3,3,3-trifluoropropane-1,2-diamine FC([C@H](CN)N)(F)F